3,5-diethoxy-4-methoxyphenylethylamine C(C)OC=1C=C(C=C(C1OC)OCC)CCN